(6-(3-methyl-1H-pyrrolo[2,3-b]pyridin-5-yl)-8-((R)-morpholin-3-yl)-3,4-dihydroisoquinolin-2(1H)-yl)methanone CC1=CNC2=NC=C(C=C21)C=2C=C1CCN(CC1=C(C2)[C@H]2NCCOC2)C=O